3,6-diamino-N2,N5-bis((2r,3s,4s,5s)-2,3,4,5,6-pentahydroxyhexyl)pyrazine-2,5-dicarboxamide NC=1C(=NC(=C(N1)C(=O)NC[C@H]([C@@H]([C@H]([C@H](CO)O)O)O)O)N)C(=O)NC[C@H]([C@@H]([C@H]([C@H](CO)O)O)O)O